benzyl 4-[[(2R,6S)-4-[4-[5-(tert-butoxycarbonylamino)-1H-indazol-3-yl]-2-pyridyl]-2,6-dimethyl-piperazin-1-yl]methyl]piperidine-1-carboxylate C(C)(C)(C)OC(=O)NC=1C=C2C(=NNC2=CC1)C1=CC(=NC=C1)N1C[C@H](N([C@H](C1)C)CC1CCN(CC1)C(=O)OCC1=CC=CC=C1)C